6-(4,4,5,5-tetramethyl-1,3,2-dioxaborolan-2-yl)-3H-[1,2,3]triazolo[4,5-b]pyridine CC1(OB(OC1(C)C)C=1C=C2C(=NC1)NN=N2)C